4-(1-propionylindol-5-yl)-N-(pyridin-3-ylmethyl)benzenesulfonamide C(CC)(=O)N1C=CC2=CC(=CC=C12)C1=CC=C(C=C1)S(=O)(=O)NCC=1C=NC=CC1